(E)-1-(3-(cyclohexanecarbonyl)-3,6-diazabicyclo[3.1.1]heptan-6-yl)-4-(dimethylamino)but-2-en-1-one C1(CCCCC1)C(=O)N1CC2N(C(C1)C2)C(\C=C\CN(C)C)=O